NC1=NC(=C(C#N)C=C1)NCCC=C amino-2-(but-3-en-1-ylamino)nicotinonitrile